ClC=1C(=C(C(=CC1N1CC(C(C1)OC)CN(C)C)F)S(=O)(=O)N(C1=NC(=CC=C1)F)CC1=C(C=C(C=C1)OC)OC)F 3-chloro-N-(2,4-dimethoxybenzyl)-4-(3-((dimethylamino)methyl)-4-methoxypyrrolidin-1-yl)-2,6-difluoro-N-(6-fluoropyridin-2-yl)benzenesulfonamide